O=C1N(C(C2=CC=CC=C12)=O)C[C@H]1N(CCC2=CC=CC(=C12)O[C@@H]1CN(CC1)C(=O)C1=CN=CS1)C([C@@H](CC(=O)NC)C)=O (R)-4-((S)-1-((1,3-dioxoisoindolin-2-yl)methyl)-8-(((S)-1-(thiazole-5-carbonyl)pyrrolidin-3-yl)oxy)-3,4-dihydroisoquinolin-2(1H)-yl)-N,3-dimethyl-4-oxobutanamide